phenylalanine, amide N[C@@H](CC1=CC=CC=C1)C(=O)N